methyl 2-(2-chloro-3,4-bis((4-methoxybenzyl)oxy)benzamido)acetate ClC1=C(C(=O)NCC(=O)OC)C=CC(=C1OCC1=CC=C(C=C1)OC)OCC1=CC=C(C=C1)OC